7-((5-(2-(difluoromethoxy)-1-methyl-1H-imidazol-4-yl)-6-methylpyridin-2-yl)amino)-5-azaspiro[2.4]heptane-5-carboxylic acid benzyl ester C(C1=CC=CC=C1)OC(=O)N1CC2(CC2)C(C1)NC1=NC(=C(C=C1)C=1N=C(N(C1)C)OC(F)F)C